NCCC=1C=NC(=NC1)C1=C(C=C(C#N)C=C1)C(=O)C=1N(N=C(C1)N(C)C)C 4-[5-(2-aminoethyl)pyrimidin-2-yl]-3-[5-(dimethylamino)-2-methylpyrazole-3-carbonyl]benzonitrile